4-[5-(cyclopropylmethoxy)-2-(methylsulfonylmethyl)pyrimidin-4-yl]-2-methylisoquinolin-1-one C1(CC1)COC=1C(=NC(=NC1)CS(=O)(=O)C)C1=CN(C(C2=CC=CC=C12)=O)C